O1COC2=C1C=CC(=C2)C=2C=C1C(=NC2)N(N=C1NC(=O)C1=CC=NN1C)CC(C)C N-(5-(benzo[d][1,3]dioxol-5-yl)-1-isobutyl-1H-pyrazolo[3,4-b]pyridin-3-yl)-1-methyl-1H-pyrazole-5-carboxamide